4-[4-(3-fluorophenyl)-3,3-dimethylpiperazin-1-yl]-2-(1-methyl-1H-pyrazol-4-yl)pyrimidine-5-carbonitrile FC=1C=C(C=CC1)N1C(CN(CC1)C1=NC(=NC=C1C#N)C=1C=NN(C1)C)(C)C